methyl 3-(1-bromoethyl)-6-chloropicolinate BrC(C)C=1C(=NC(=CC1)Cl)C(=O)OC